ClC=1C=C2C(N(C(=NC2=C(C1)[C@@H](C)NC1=C(C=C(C=C1)F)N1CCC(CC1)O)C1CCOCC1)C)=O (R)-6-chloro-8-(1-((4-fluoro-2-(4-hydroxypiperidin-1-yl)phenyl)amino)ethyl)-3-methyl-2-(tetrahydro-2H-pyran-4-yl)quinazolin-4(3H)-one